2-[5-chloro-1-methylpyrrolo[2,3-c]pyridin-2-yl]-3-methylpyridine ClC=1C=C2C(=CN1)N(C(=C2)C2=NC=CC=C2C)C